ClCCN(C1=CC=C(C(=O)N[C@@H](CCC(=O)O)C(=O)O)C=C1)CCOS(=O)(=O)C 4-[(2-chloroethyl)(2-methanesulfonyloxyethyl)amino]benzoyl-L-glutamic acid